FC=1C=C2C=3C(=CN(C2=C(C1N1CC(NCC1)C)F)CC)C1=CC=CC(=C1N3)OC 2,4-difluoro-5-ethyl-3-(3-methyl-piperazin-1-yl)-10-methoxy-5H-indolo[3,2-c]quinoline